ClC1=C2CC(CC2=CC=C1)CNCC1CN(C(O1)=O)C=1C=CC=2OCC(NC2N1)=O 6-[5-[[(4-chloro-2,3-dihydro-1H-inden-2-yl)methylamino]methyl]-2-oxo-1,3-oxazolidin-3-yl]-4H-pyrido[3,2-b][1,4]oxazin-3-one